7-(2-(ethylamino)-7H-pyrrolo[2,3-d]pyrimidin-5-yl)-2,2-dimethylchroman-4-one C(C)NC=1N=CC2=C(N1)NC=C2C2=CC=C1C(CC(OC1=C2)(C)C)=O